vinyl-tri(beta-methoxyethoxy)silane methyl-2-((4-(4-(2-hydroxyethyl)piperidin-1-yl)phenyl)amino)-2-methylpropanoate COC(C(C)(C)NC1=CC=C(C=C1)N1CCC(CC1)CCO)=O.C(=C)[Si](OCCOC)(OCCOC)OCCOC